1,3-isoindolinedione potassium salt [K].C1(NC(C2=CC=CC=C12)=O)=O